C(C)(=O)N1C[C@H](CC1)NC1=C2CN(CC2=CC=C1)C(=O)C1=C(C=C(C#N)C=C1O)OCC1=CC=CC=C1 (S)-4-(4-((1-Acetylpyrrolidin-3-yl)amino)isoindoline-2-carbonyl)-3-(benzyloxy)-5-hydroxybenzonitrile